O(C1=CC=CC=C1)C1=CC=C(C=C1)[N-]C(C(C)(C)C)=O N-(4-phenoxyphenyl)pivaloyl-amide